C1(CC1)N1CC(C1)(C(=O)N)C cyclopropyl-3-methylazetidine-3-carboxamide